dioleoyloxypropylammonium bromide [Br-].C(CCCCCCC\C=C/CCCCCCCC)(=O)OC(CC[NH3+])OC(CCCCCCC\C=C/CCCCCCCC)=O